4-[4,4'-Bis(diethylamino)-α-hydroxy-benzhydryl]-6-hydroxy-benzol C(C)N(C1=CC=C(C(C2=CC=C(C=C2)N(CC)CC)(O)C2=CC=CC(=C2)O)C=C1)CC